FC1=C(C=CC(=C1)F)C=1C2=C(N=C(N1)N1C[C@@H](OCC1)C1=CC(=NC=C1)C)N=C(C=C2)C 4-(2,4-difluorophenyl)-7-methyl-2-((2S)-2-(2-methyl-4-pyridinyl)-4-morpholinyl)pyrido[2,3-d]pyrimidine